Ethyl-(2S)-2-[4-bromo-2-(5-methyl-4-butoxy-4,5-dihydroisoxazol-3-yl)phenoxy]propanoat C(C)OC([C@H](C)OC1=C(C=C(C=C1)Br)C1=NOC(C1OCCCC)C)=O